4-(2-fluoro-6-methoxyphenyl)-6-methyl-N-(5-((5-(3-methyloxetan-3-yl)pyridin-2-yl)methoxy)-1,3,4-thiadiazol-2-yl)nicotinamide FC1=C(C(=CC=C1)OC)C1=CC(=NC=C1C(=O)NC=1SC(=NN1)OCC1=NC=C(C=C1)C1(COC1)C)C